C(C1=CC=CC=C1)OC(=O)N1CCNC([C@@H](C1)NC1=NC=2C=CC=CC2C=2N1N=C(N2)C=2OC(=CC2)Br)=O (6R)-6-{[2-(5-bromo-2-furyl)[1,2,4]triazolo[1,5-c]quinazolin-5-yl]amino}-5-oxo-1,4-diazacycloheptane-1-carboxylic acid benzyl ester